(S)-N-acetyl-4-trifluoromethyl-phenylalanine-(R)-1-phenylethylamine salt C1(=CC=CC=C1)[C@@H](C)N.C(C)(=O)N[C@@H](CC1=CC=C(C=C1)C(F)(F)F)C(=O)O